2,4-bis(octylthiomethyl)-6-methyl-phenol C(CCCCCCC)SCC1=C(C(=CC(=C1)CSCCCCCCCC)C)O